2-methyl-3-[2-(trifluoromethyl)-4-pyridinyl]propanal CC(C=O)CC1=CC(=NC=C1)C(F)(F)F